C(C(C)C)OC(C)NC(CCC)=O N-(1-isobutoxyethyl)butyramide